COCC(C)(C)NC(CN(C)C=1C2=C(N=C(N1)C1=NC=CC(=C1)OC)CCC2)=O N-(1-methoxy-2-methylpropan-2-yl)-2-{[2-(4-methoxypyridin-2-yl)-5H,6H,7H-cyclopenta[d]pyrimidin-4-yl](methyl)amino}acetamide